NC1=NC(=NC=C1)N1CC([C@@H]([C@@H](C1)F)O)(C)C (4S,5R)-1-(4-aminopyrimidin-2-yl)-5-fluoro-3,3-dimethyl-piperidin-4-ol